bis-(3-propyltriethoxysilyl)-amine CCCC(C)O[Si](OCC)(OCC)N[Si](OCC)(OCC)OC(C)CCC